O.C([O-])([O-])=O.[Y+3].C([O-])([O-])=O.C([O-])([O-])=O.[Y+3] Yttrium(III) carbonate hydrate